C12CN(CC(CC1)N2)C=2OC1=C(N2)C=C(C=C1C=1SC=CN1)C(C(F)F)OC 2-(3,8-diazabicyclo[3.2.1]octan-3-yl)-5-(2,2-difluoro-1-methoxyethyl)-7-(thiazol-2-yl)benzo[d]oxazole